CO[C@@H]1CC[C@H](CC1)NC(=O)C=1C=NN2C1C=C(C=C2)C2=CNC=1N=C(N=CC12)NC=1C=NC(=CC1)N1CCN(CC1)C N-(trans-4-methoxycyclohexyl)-5-(2-((6-(4-methylpiperazin-1-yl)pyridin-3-yl)amino)-7H-pyrrolo[2,3-d]pyrimidin-5-yl)pyrazolo[1,5-a]pyridine-3-carboxamide